C(C=C)(=O)OCC(C(COC(C=C)=O)(F)F)(F)F 2,2,3,3-tetrafluorobutane-1,4-diyl diacrylate